diphenylethylene ether sulfate S(=O)(=O)(O)O.C1(=CC=CC=C1)C1C(C2=CC=CC=C2)O1